2-bromo-1-(4-(4-chlorophenoxy)phenyl)pentan-1-one BrC(C(=O)C1=CC=C(C=C1)OC1=CC=C(C=C1)Cl)CCC